2-fluoro-6-[(2-bromobenzyl)amino]-9-(tetrahydro-2H-pyran-2-yl)-9H-purine FC1=NC(=C2N=CN(C2=N1)C1OCCCC1)NCC1=C(C=CC=C1)Br